NC=1C2=C(N=CN1)N(C1=C2C=NC=C1)CC(=O)N1[C@@H]2C[C@@]2(C[C@H]1C(=O)NC1=NC(=CC=C1)Br)C (1R,3S,5R)-2-(2-(4-amino-9H-pyrido[3',4':4,5]pyrrolo[2,3-d]pyrimidin-9-yl)acetyl)-N-(6-bromopyridin-2-yl)-5-methyl-2-azabicyclo[3.1.0]hexane-3-carboxamide